tert-Butyl (3S,4R)-3-amino-4-(hydroxymethyl)pyrrolidine-1-carboxylate N[C@@H]1CN(C[C@H]1CO)C(=O)OC(C)(C)C